6-Bromo-1-(2-chlorophenyl)-7-(1,1-difluoroethyl)-4-(methylamino)quinazolin-2(1H)-one BrC=1C=C2C(=NC(N(C2=CC1C(C)(F)F)C1=C(C=CC=C1)Cl)=O)NC